NC(CCN(C([C@@H](F)Cl)=O)NC(=O)[C@H](CC(C)C)NC(=O)C1=NN2C(C=CC=C2)=C1)=O N-[(1S)-1-[[(3-amino-3-oxo-propyl)-[(2S)-2-chloro-2-fluoro-acetyl]amino]carbamoyl]-3-methyl-butyl]pyrazolo[1,5-a]pyridine-2-carboxamide